4-(chloromethyl)-5-(2,2-difluoroethoxy)-7-methyl-1-tosyl-1H-indole ClCC1=C2C=CN(C2=C(C=C1OCC(F)F)C)S(=O)(=O)C1=CC=C(C)C=C1